CNC(CCNC)CO[Si](OC(CCC)(N)CC(CN)CCN)(OC(C)(C)C)C1(NC=CC=C1)CN 1,3-dimethylaminopropyl-2-(aminoethyl)-3-aminopropyltrimethyl-2-(aminomethyl)-amino-propyl-2-pyridyltrimethoxysilane